C[C@H](CCCC(C)C)[C@H]1CC[C@@H]2[C@@]1(CC[C@H]3[C@H]2CC[C@@H]4[C@@]3(CC[C@H](C4)O)C)C α-cholestanol